1,3,5-benzenetriacetic acid C1(=CC(=CC(=C1)CC(=O)O)CC(=O)O)CC(=O)O